C(CCCCCCC)(=O)N1CCOCC1 n-octanoyl-morpholine